(E)-N-(quinolin-8-yl)-5-(thiophen-2-yl)-3-(thiophen-2-ylmethylene)pent-4-ynylamide N1=CC=CC2=CC=CC(=C12)[N-]CC\C(\C#CC=1SC=CC1)=C/C=1SC=CC1